3'-bromoacetanilide BrC=1C=C(NC(C)=O)C=CC1